CCCCCCCCCCCCCC[N+]1=CC=C(C=C1)C.[Cl-] Myristyl-gamma-picolinium Chloride